2-(2,6-dioxopiperidin-3-yl)-4-(((1-(2,2,2-trifluoroethyl)-1H-pyrazol-4-yl)methyl)amino)isoindoline-1,3-dione O=C1NC(CCC1N1C(C2=CC=CC(=C2C1=O)NCC=1C=NN(C1)CC(F)(F)F)=O)=O